methyl-7H-pyrrolo[2,3-d]pyrimidine hydrochloride Cl.CC=1N=CC2=C(N1)NC=C2